2-[5-chloro-2-(3-morpholin-4-ylphenylamino)-pyrimidin-4-ylamino]-thiophene-3-carboxylic acid hydroxyamide ONC(=O)C1=C(SC=C1)NC1=NC(=NC=C1Cl)NC1=CC(=CC=C1)N1CCOCC1